2,2'-([1,1'-Biphenyl]-4,4'-diyldi-2,1-ethenediyl)-bis-[benzenesulfonic acid] C1(=CC=C(C=C1)C=CC1=C(C=CC=C1)S(=O)(=O)O)C1=CC=C(C=C1)C=CC1=C(C=CC=C1)S(=O)(=O)O